NC=1N(C(=CC1)C)C1C(=C(C=CC1(C)OCC1(COC1)N)O)C 2-Amino-6-((3-aminooxetan-3-yl)methoxy)-1-(3-hydroxy-2,6-dimethylphenyl)-5-methyl-1H-pyrrole